C12(CC3CC(CC(C1)C3)C2)CCOCCOCCNC(=O)C2=NN(C(=C2C)C2=CC=C(C=C2)Cl)C2=C(C=C(C=C2)Cl)Cl N-(2-(2-(2-((3r,5r,7r)-adamantan-1-yl)ethoxy)-ethoxy)ethyl)-5-(4-chloro-phenyl)-1-(2,4-dichloro-phenyl)-4-methyl-1H-pyrazole-3-carboxamide